[C@H]12CN(C[C@H](CC1)N2)C2=NC(=NC1=C(C(=C(C=C21)Cl)C2=CC=CC=1[Se]C(=C(C12)C#N)N)F)OC[C@@H]1N(C[C@@H](C1)F)C 4-((R)-4-((1R,5S)-3,8-diazabicyclo[3.2.1]oct-3-yl)-6-chloro-8-fluoro-2-(((2R,4R)-4-fluoro-1-methylpyrrolidin-2-yl)methoxy)quinazolin-7-yl)-2-aminobenzo[b]selenophene-3-nitrile